C=CC=C 4-cis-butadiene